3-[5-(4-Chlorophenyl)furan-2-yl]-3-hydroxypropanoic acid ClC1=CC=C(C=C1)C1=CC=C(O1)C(CC(=O)O)O